ClCC1=CC=2NC([C@H]3N(C2C=C1)CCCC3)=O (S)-3-(chloromethyl)-7,8,9,10-tetrahydro-5H-pyrido[1,2-a]quinoxalin-6(6aH)-one